4,5-dihydrothieno[3,2-c]quinoline-2-carboxylic acid S1C(=CC=2CNC=3C=CC=CC3C21)C(=O)O